4-{(S)-2-[(S)-2-(Methoxycarbonylamino)-3-phenylpropanamido]-2-[4-(methoxy-methyl)thiazol-2-yl]ethyl}phenylsulfamic acid COC(=O)N[C@H](C(=O)N[C@@H](CC1=CC=C(C=C1)NS(O)(=O)=O)C=1SC=C(N1)COC)CC1=CC=CC=C1